(4-((1-(methylsulfonyl)piperidin-4-yl)methoxy)-3-(trifluoro-methyl)phenyl)methanol CS(=O)(=O)N1CCC(CC1)COC1=C(C=C(C=C1)CO)C(F)(F)F